(3S)-3-(5-{[(3S,4S)-4-(methoxymethyl)-1-({2-[4-(1-methylazetidin-3-yl)piperazin-1-yl]quinolin-6-yl}methyl)pyrrolidin-3-yl]oxy}-1-oxo-2,3-dihydro-1H-isoindol-2-yl)piperidine-2,6-dione COC[C@H]1[C@@H](CN(C1)CC=1C=C2C=CC(=NC2=CC1)N1CCN(CC1)C1CN(C1)C)OC=1C=C2CN(C(C2=CC1)=O)[C@@H]1C(NC(CC1)=O)=O